C(=O)C=1C=C(C=2C=NNC2C1)C(=O)N 6-formyl-1H-indazole-4-carboxamide